tert-butyl (S)-chloro-5-hydroxy-3-oxohexanoate Cl[C@H](C(=O)OC(C)(C)C)C(CC(C)O)=O